(3,5-dichloro-4-hydroxybenzoyl)-1,1-dioxo-2,3-dihydro-1,3-benzothiazole ClC=1C=C(C(=O)C2S(C3=C(N2)C=CC=C3)(=O)=O)C=C(C1O)Cl